ClC1=CC2=NC=3C=CC=CC3C(C2=C(C1=O)Cl)(C)C 6,8-dichloro-9,9-dimethyl-7-oxo-7,9-dihydroacridine